1,5-di-tert-butylhydroquinone C(C)(C)(C)C1(O)CC=C(O)C(=C1)C(C)(C)C